dipropionic acid monosodium salt [Na+].C(CC)(=O)[O-].C(CC)(=O)O